CN(C1=CC=C(C=C1)NC=1C=C2CN(C(C2=CC1)=O)C)C 5-((4-(Dimethylamino)phenyl)amino)-2-methyl-isoindolin-1-one